3-methyl-4-(2-(methylamino)-8,9-dihydroimidazo[1',2':1,6]pyrido[2,3-d]pyrimidin-6-yl)-N-(4-(trifluoromethyl)pyridin-2-yl)benzamide CC=1C=C(C(=O)NC2=NC=CC(=C2)C(F)(F)F)C=CC1C1=CC2=C(N=C(N=C2)NC)N2C1=NCC2